COC(C1=CC(=C(C=C1)S(=O)(=O)CC1=NN(C=C1)S(=O)(=O)C1=CC=C(C)C=C1)C#CC1=CC=C(C=C1)F)=O.N1N=C(C=C1)CS(=O)(=O)C1=C(C=C(C(=O)O)C=C1)C#CC1=CC=C(C=C1)F 4-(((1H-pyrazol-3-yl)methyl)sulfonyl)-3-((4-fluorophenyl)ethynyl)benzoic acid Methyl-3-((4-fluorophenyl)ethynyl)-4-(((1-tosyl-1H-pyrazol-3-yl)methyl)sulfonyl)benzoate